FC=1C=C(C#N)C=C(C1)[C@H]1N(OCC1)C(=O)C1CCN(CC1)C1=NC=NC(=C1)OC (S)-3-fluoro-5-(2-(1-(6-methoxypyrimidin-4-yl)piperidine-4-carbonyl)isoxazolidin-3-yl)benzonitrile